COC1=C(C=C2C(=CC=NC2=C1)N[C@H](C)C1=C(C(=CC=C1)C(F)(F)F)C)N1CCNCC1 (R)-7-methoxy-N-(1-(2-methyl-3-(trifluoromethyl)phenyl)ethyl)-6-(piperazin-1-yl)quinolin-4-amine